C1(CCCCC1)N1C(C(=C(C1=O)C1=CC=CC=C1)C1=CC=CC=C1)=O 1-cyclohexyl-3,4-diphenyl-1H-pyrrole-2,5-dione